C(C)O[Si](CCCSSSSCCC[Si](OCC)(OCC)OCC)(OCC)OCC 3-(triethoxysilyl)prop-yl tetrasulphide